2-{[8-(5-amino-6-methoxypyridin-2-yl)-3-oxo-1H,2H,3H-benzo[e]isoindol-2-yl]methyl}prop-2-enamide NC=1C=CC(=NC1OC)C=1C=CC2=C(C=3CN(C(C3C=C2)=O)CC(C(=O)N)=C)C1